((2,6-dichloro-9,10-dimethoxy-9,10-dihydroanthracene-9,10-diyl)bis(ethyn-2,1-diyl))bis(trimethylsilane) ClC1=CC=2C(C3=CC=C(C=C3C(C2C=C1)(OC)C#C[Si](C)(C)C)Cl)(OC)C#C[Si](C)(C)C